C(C)(C)NC(=O)OC=1C(=CC(=C(C1)SSC1=C(C=C(C(=C1)OC(=O)NC(C)C)C)C)C)C bis(5-isopropylaminocarbonyloxy-2,4-dimethylphenyl) disulfide